BrC1=CC=C(C=C1)C1=C(C#N)C(=CC(=N1)C1=C(C=CC=C1)C)O 2-(4-bromophenyl)-4-hydroxy-6-(o-tolyl)nicotinonitrile